CCCCCCCCC(CCCCCCCC)N1C2=CC(=CC=C2C=2C=CC(=CC12)B(O)O)B(O)O (9-(heptadec-9-yl)-9H-carbazole-2,7-diyl)diboronic acid